ClC1=C(C=CC=C1)S(=O)(=O)NC=1C(=CC2=C(C(=NO2)CC)C1)OC 2-chloro-N-(3-ethyl-6-methoxybenzo[d]isoxazol-5-yl)benzenesulfonamide